FC(SSC(F)(F)F)(F)F 1,2-bistrifluoromethyldisulphane